(2S,3S)-2-(3-bromo-2-fluorobenzyl)-3-(((difluoromethyl)sulfonyl)amino)pyrrolidine-1-carboxylic acid tert-butyl ester C(C)(C)(C)OC(=O)N1[C@H]([C@H](CC1)NS(=O)(=O)C(F)F)CC1=C(C(=CC=C1)Br)F